(E)-1-(3-(4-(3,5-dimethoxyphenyl)phenoxy)propyl)piperidine COC=1C=C(C=C(C1)OC)C1=CC=C(OCCCN2CCCCC2)C=C1